CN1C(CN(CC1)C=1N=NC(=CN1)C1=C(C=C(C=C1)C=1C=NNC1)O)C1COC1 2-{3-[4-methyl-3-(oxetan-3-yl)piperazin-1-yl]-1,2,4-triazin-6-yl}-5-(1H-pyrazol-4-yl)phenol